BrC=1C=C(C(C(=O)OC)=CC1OC)C(=O)OC dimethyl 4-bromo-5-methoxyphthalate